ClC1=CC=C(C=C1)C=1C=C(C(N(N1)C=1C=NN(C1)C)=O)C(=O)N[C@H]1CCC2=CC=C(C=C12)F (S)-6-(4-chlorophenyl)-N-(6-fluoro-2,3-dihydro-1H-inden-1-yl)-2-(1-methyl-1H-pyrazol-4-yl)3-oxo-2,3-dihydropyridazine-4-carboxamide